NC1=NC=2C=CC(=CC2C2=C1C=NN2C)C(=O)N2C1C(CCC2)OCC=2C=C(C=CC21)C(F)(F)F (4-amino-1-methyl-1H-pyrazolo[4,3-c]quinolin-8-yl)(8-(trifluoromethyl)-2,3,4,4a,6,10b-hexahydro-1H-isochromeno[4,3-b]pyridin-1-yl)methanone